butyldi-1-adamantylphosphine palladium diacetate C(C)(=O)[O-].C(C)(=O)[O-].[Pd+2].C(CCC)P(C12CC3CC(CC(C1)C3)C2)C23CC1CC(CC(C2)C1)C3